(2S,4R)-1-(2-(3-acetyl-5-(2-methylpyrazolo[1,5-a]pyrimidin-6-yl)-1H-indazol-1-yl)acetyl)-N-(6-bromo-5-methylpyrazin-2-yl)-4-fluoropyrrolidine-2-carboxamide C(C)(=O)C1=NN(C2=CC=C(C=C12)C=1C=NC=2N(C1)N=C(C2)C)CC(=O)N2[C@@H](C[C@H](C2)F)C(=O)NC2=NC(=C(N=C2)C)Br